NC=1C=C(C=C2C=C(NC12)C1=CC=CC=C1)COCCO 2-((7-amino-2-phenyl-1H-indol-5-yl)methoxy)ethan-1-ol